6-chloro-3-(1-methyl-1H-pyrazol-4-yl)-1H-pyrazolo[4,3-c]pyridine scandium-yttrium-gallium [Ga].[Y].[Sc].ClC1=CC2=C(C=N1)C(=NN2)C=2C=NN(C2)C